P(=O)(OCCOCCOP(=O)(OCCCC)[O-])(OCCCC)[O-].[NH4+].[NH4+] diammonium oxydi(ethane-2,1-diyl) dibutyl bisphosphate